C1(=CC=CC=C1)[C@@H](CCC=C)S(=O)(=O)N (R)-1-PHENYLPENT-4-ENE-1-SULFONAMIDE